ethyl-3-(6-bromo-4-fluorobenzo[d]isoxazol-3-yl)piperidine-2,6-dione C(C)N1C(C(CCC1=O)C1=NOC2=C1C(=CC(=C2)Br)F)=O